(2-((5-bromo-1H-indol-3-yl)thio)phenyl)methanol BrC=1C=C2C(=CNC2=CC1)SC1=C(C=CC=C1)CO